COC1=C(C=CC=C1)C1=CN(C2=NC(=CC=C21)NC(NCCN2CCOCC2)=O)COCC[Si](C)(C)C 3-[3-(2-methoxyphenyl)-1-[[2-(trimethylsilyl)ethoxy]methyl]pyrrolo[2,3-b]pyridin-6-yl]-1-[2-(morpholin-4-yl)ethyl]urea